BrC1=CC2=C(C3=C(O2)C(=CC=C3)C=O)C=C1 7-bromodibenzo[b,d]furan-4-carbaldehyde